Br[N+]=1NN=NC1 bromotetrazolium